tert-butyl (2-(2-bromo-3-fluorophenoxy)ethyl)carbamate BrC1=C(OCCNC(OC(C)(C)C)=O)C=CC=C1F